O=C1CCC(O1)CCC(=O)O 3-(5-Oxotetrahydrofuran-2-yl)propionic acid